C(=O)OC1=C(C(=CC(=C1)C1=NC=NC(=C1)OC)F)C1=CN=C(N=N1)N1C[C@@H](NCC1)C(C)C 3-fluoro-5-(6-methoxypyrimidin-4-yl)-2-{3-[(3S)-3-(propan-2-yl)piperazin-1-yl]-1,2,4-triazin-6-yl}phenol formate